2,4-dimethoxybenzenesulfonyl chloride COC1=C(C=CC(=C1)OC)S(=O)(=O)Cl